C(N)(=N)C=1C=C(C=CC1)NC(C1=C(C=C(C(=C1)Cl)C(F)(F)F)OC1=C(C=C(C=C1)F)C)=O N-(3-carbamoimidoylphenyl)-5-chloro-2-(4-fluoro-2-methylphenoxy)-4-(trifluoromethyl)benzamide